Cobalt Nickel Manganese Oxalate C(C(=O)[O-])(=O)[O-].[Mn+2].[Ni+2].[Co+2].C(C(=O)[O-])(=O)[O-].C(C(=O)[O-])(=O)[O-]